N=1N(N=C2C1C=CC=C2)C2=C(C(=CC(=C2)C(C)(C)CC)C(C)(C)CC)O 2-(2H-benzotriazol-yl)-4,6-di-t-amylphenol